(S)-2-((6-((4-cyano-2-fluorobenzyl)oxy)-3',6'-dihydro-[2,4'-bipyridine]-1'(2'H)-yl)methyl)-1-(oxetan-2-ylmethyl)-1H-benzo[d]Imidazole-6-carboxylic acid C(#N)C1=CC(=C(COC2=CC=CC(=N2)C=2CCN(CC2)CC2=NC3=C(N2C[C@H]2OCC2)C=C(C=C3)C(=O)O)C=C1)F